(E)-N-(anthracen-9-ylmethyl)-1-(4-methoxyphenyl)methanimine C1=CC=CC2=CC3=CC=CC=C3C(=C12)C/N=C/C1=CC=C(C=C1)OC